2-[rac-4-(difluoromethyl)-3-(4-hydroxypiperidine-1-carbonyl)-5,6-dihydro-4H-cyclopenta[c]pyrazol-1-yl]-1-[4-(2,3-dimethylphenyl)piperazin-1-yl]ethanone FC([C@@H]1CCC=2N(N=C(C21)C(=O)N2CCC(CC2)O)CC(=O)N2CCN(CC2)C2=C(C(=CC=C2)C)C)F |r|